ClC=1C=C(C=C(C1OC=1C=C2CCN(C(C2=CC1)=O)CC)Cl)N1N=C(C(NC1=O)=O)C#N 2-(3,5-dichloro-4-((2-ethyl-1-oxo-1,2,3,4-tetrahydroisoquinolin-6-yl)oxy)phenyl)-3,5-dioxo-2,3,4,5-tetrahydro-1,2,4-triazine-6-carbonitrile